methyl N-[5-[6-[(3,4-dimethoxyphenyl)-(2-methoxyethyl) carbamoyl] imidazo[1,2-a]pyridin-3-yl]-2-pyridyl]carbamate COC=1C=C(C=CC1OC)N(C(=O)C=1C=CC=2N(C1)C(=CN2)C=2C=CC(=NC2)NC(OC)=O)CCOC